2-(2-benzyloxyethoxy)ethylsulfonyl chloride C(C1=CC=CC=C1)OCCOCCS(=O)(=O)Cl